(2S)-2-amino-2-methyl-3-sulfanyl-propionic acid N[C@@](C(=O)O)(CS)C